3-(5-(1-((5-iso-propoxypyridin-2-yl)methyl)piperidin-4-yl)-1-oxoisoindolin-2-yl)piperidine-2,6-dione C(C)(C)OC=1C=CC(=NC1)CN1CCC(CC1)C=1C=C2CN(C(C2=CC1)=O)C1C(NC(CC1)=O)=O